NC[C@H](CC(=O)O)C[C@H](C)OC1=CC(=CC=C1)Cl (3s,5s)-3-aminomethyl-5-(3-chloro-phenoxy)-hexanoic acid